O=CCC1(CN(CC1)C(=O)[O-])C(=O)OC 3-methyl 3-(2-oxoethyl)pyrrolidine-1,3-dicarboxylate